ClC1=C(C=CC=C1)N1N=C(C(=C1Br)C=O)C1=C(C=CC=C1)Cl 1,3-BIS(2-CHLOROPHENYL)-5-BROMO-1H-PYRAZOLE-4-CARBOXALDEHYDE